FC1=C2C=NCN(C2=CC=C1)CC1=CC(=CC=C1)C(=O)N1CCN(CC1)C(=O)C=1SC=CC1 5-Fluoro-(1-(3-(4-(thiophene-2-carbonyl)piperazine-1-carbonyl)benzyl)quinazoline)